FC(OC[C@@H](C1=CC(=CC=C1)OC(F)F)NC(CC(C(C)(C)C)=O)=O)F (R)-N-(2-(difluoromethoxy)-1-(3-(difluoromethoxy)phenyl)ethyl)-4,4-dimethyl-3-oxopentanoamide